2-iodo-4-methyl-1H-imidazole IC=1NC=C(N1)C